[C@H]12CN(CC2C1)C1(CC(C1)N1C(C(C2=NC=C(C=C21)Br)(C)C)=O)C#N (1s,3s)-1-(3-azabicyclo[3.1.0]hex-3-yl)-3-(6-bromo-3,3-dimethyl-2-oxo-2,3-dihydro-1H-pyrrolo[3,2-b]pyridin-1-yl)cyclobutane-1-carbonitrile